1,3-dichloro-5-(ethoxymethoxy)benzene ClC1=CC(=CC(=C1)OCOCC)Cl